(E)-3-(2-(((1-(3-Cyano-4-(4-cyano-3-fluorophenyl)-5-(3-hydroxy-4-methoxyphenyl)pyridin-2-yl)piperidin-4-yl)amino)methyl)pyrimidin-5-yl)-N-hydroxyacrylamide formate C(=O)O.C(#N)C=1C(=NC=C(C1C1=CC(=C(C=C1)C#N)F)C1=CC(=C(C=C1)OC)O)N1CCC(CC1)NCC1=NC=C(C=N1)/C=C/C(=O)NO